CN(CCC1(C(C=C(C=C1)NC1=NC=C(C(=N1)C1=CN(C2=C(C=CC=C12)F)C)C(F)(F)F)N)NC)C 1-(2-(dimethylamino)ethyl)-N4-(4-(7-fluoro-1-methyl-1H-indol-3-yl)-5-(trifluoromethyl)pyrimidin-2-yl)-N1-methylbenzene-1,2,4-triamine